5,6-dihydropyridin-1(2H)-ethanon N1(CC=CCC1)CC=O